C12CNCC(CC1)C2NC2=NC(=NC=C2C(=O)N)NC2=C(C=C1CCN(CC1=C2)C)OC 4-[(3-azabicyclo[3.2.1]octan-8-yl)amino]-2-[(6-methoxy-2-methyl-1,2,3,4-tetrahydroisoquinolin-7-yl)amino]pyrimidine-5-carboxamide